C(O)CN.N1C(C=CC=C1)=O pyridinone monoethanolamine salt